C(C)C(CN1N=CC(=C1C)B1OC(C(O1)(C)C)(C)C)CC 1-(2-ethylbutyl)-5-methyl-4-(4,4,5,5-tetramethyl-1,3,2-dioxaborolan-2-yl)-1H-pyrazole